N-((3S,4R)-1-cyclopropyl-4-fluoropyrrolidin-3-yl)-5-(1-(2,2-difluoroethyl)-1H-benzo[d][1,2,3]triazol-6-yl)-4-methoxypyrrolo[2,1-f][1,2,4]triazin-2-amine C1(CC1)N1C[C@@H]([C@@H](C1)F)NC1=NN2C(C(=N1)OC)=C(C=C2)C=2C=CC1=C(N(N=N1)CC(F)F)C2